7-(5-chloro-2,3-dihydro-1-benzofuran-7-yl)-N-[(2,4-dimethoxyphenyl)methyl]Cinnolin-4-amine ClC=1C=C(C2=C(CCO2)C1)C1=CC=C2C(=CN=NC2=C1)NCC1=C(C=C(C=C1)OC)OC